COC=1C=C(C=CC1)C[C@H](CCCC)NC(=O)C1=CC=C(C=C1)NC(=O)C1=CC(=NC=C1)C N-(4-{[(2S)-1-(3-methoxyphenyl)hex-2-yl]Carbamoyl}phenyl)-2-methylpyridine-4-carboxamide